ClC=1C(=NOC1C)NS(=O)(=O)C=1C=NC=CC1 N-(4-chloro-5-methylisoxazol-3-yl)pyridine-3-sulfonamide